ethyl 1-[1-(5-chloro-2-hydroxyphenyl) piperidin-3-yl]-5-(difluoromethyl)-1H-pyrazole-4-carboxylate ClC=1C=CC(=C(C1)N1CC(CCC1)N1N=CC(=C1C(F)F)C(=O)OCC)O